N1C=NC(=C1)C(=O)N 1H-imidazol-4-carboxamide